FC1=C(C=CC(=C1F)OC)C1=CN=C2N1C=CN=C2NC2=CC(=C(C(=O)NCCCNC(OC(C)(C)C)=O)C=C2)CC tert-Butyl N-[3-[[4-[[3-(2,3-difluoro-4-methoxy-phenyl)imidazo[1,2-a]pyrazin-8-yl]amino]-2-ethyl-benzoyl]amino]propyl]carbamate